CN(CCN1N=CC2=CC(=C(C=C12)C=1C2=C(C(N(C1)C)=O)NC(=C2)C(=O)NCC)OC2=C(C=C(C=C2C)F)C)C 4-(1-(2-(dimethylamino)ethyl)-5-(4-fluoro-2,6-dimethylphenoxy)-1H-indazol-6-yl)-N-ethyl-6-methyl-7-oxo-6,7-dihydro-1H-pyrrolo[2,3-c]pyridine-2-carboxamide